(5-(1-(3,5-difluorobenzyl)-2-methyl-1H-imidazo[4,5-b]pyridin-6-yl)-5H-pyrrolo[2,3-b]pyrazin-3-yl)methyl pivalate C(C(C)(C)C)(=O)OCC1=CN=C2C(=N1)N(C=C2)C=2C=C1C(=NC2)N=C(N1CC1=CC(=CC(=C1)F)F)C